(2-morpholinoethyl)-5-(4,4,5,5-tetramethyl-1,3,2-dioxaborolan-2-yl)pyrimidin-2-amine O1CCN(CC1)CCC1=NC(=NC=C1B1OC(C(O1)(C)C)(C)C)N